N1,N1-dimethylpropane-1,3-diamine CN(CCCN)C